C(C)(C)(C)C1=CC=C(C=C1)[Mg]Br 4-tert-butyl-phenylmagnesium bromide